Cl\C(\C(=O)OCC)=C(/CC\C=C(\CC\C=C(\CCC=C(C)C)/C)/C)\C Ethyl (2Z,6E,10E)-2-chloro-3,7,11,15-tetramethylhexadeca-2,6,10,14-tetraenoate